ONC(C[C@H](C(=O)N1CC2(C[C@H]1C(=O)NC1=NC=CN=C1)CCCC2)CCCC)=O (S)-2-((R)-2-(2-(hydroxyamino)-2-oxoethyl)hexanoyl)-N-(pyrazin-2-yl)-2-azaspiro[4.4]nonane-3-carboxamide